10-(carboxymethyl-aminocarbonyl)-3,7-bis(dimethylamino)-phenothiazine C(=O)(O)CNC(=O)N1C2=CC=C(C=C2SC=2C=C(C=CC12)N(C)C)N(C)C